C(C1=CC=CC=C1)OC1(C2=NN=C(C=3C(=CC(=C(N4CCC[C@H]4CC=CCC1)N3)C)[N+](=O)[O-])O2)C(F)(F)F (12S)-6-(benzyloxy)-18-methyl-20-nitro-6-(trifluoromethyl)-22-oxa-3,4,16,21-tetraazatetracyclo[15.3.1.12,5.012,16]docosa-1(21),2,4,9,17,19-hexaene